[Si](C)(C)(C(C)(C)C)OCCOC1=C(C=CC(=C1)Cl)C(C(=O)[O-])C(=O)[O-] 2-(2-(((TERT-BUTYLDIMETHYLSILYL)OXY)ETHOXY)-4-CHLOROPHENYL)MALONATE